5-N-[[1-(Imidazo[1,2-a]pyridin-7-yloxymethyl)-2-oxabicyclo[2.1.1]hexan-4-yl]methyl]isoquinoline-1,5-diamine N=1C=CN2C1C=C(C=C2)OCC21OCC(C2)(C1)CNC=1C=2C=CN=C(C2C=CC1)N